C12(CCC3=CC=CC=C13)CCOC1=CC=CC=C12 spiro[chromane-4,1'-indan]